Butyl 4-(3-(2,6-bis(benzyloxy)pyridin-3-yl)-1-methyl-1H-indazol-7-yl)piperazine-1-carboxylate C(C1=CC=CC=C1)OC1=NC(=CC=C1C1=NN(C2=C(C=CC=C12)N1CCN(CC1)C(=O)OCCCC)C)OCC1=CC=CC=C1